1-(3-(4-Chlorophenyl)-1H-indol-1-yl)naphthalen-2-ol ClC1=CC=C(C=C1)C1=CN(C2=CC=CC=C12)C1=C(C=CC2=CC=CC=C12)O